OC1=C(C=CC(=C1)C(=O)OC)C1=CC=C(C=C1)N1C(N(C2=NC=CC=C21)[C@@H]2CN(CC2)CC=2N(C=CN2)C)=O Methyl (S)-2-hydroxy-4'-(3-(1-((1-methyl-1H-imidazol-2-yl)methyl)pyrrolidin-3-yl)-2-oxo-2,3-dihydro-1H-imidazo[4,5-b]pyridin-1-yl)-[1,1'-biphenyl]-4-carboxylate